FC1=C(CNC(=O)C=2C(C(=C3N(N4[C@H](CCCCN(C3=O)C4)C)C2)O)=O)C=CC(=C1)F (1S,2S)-N-(2,4-difluorobenzyl)-9-hydroxy-2-methyl-8,10-dioxo-3,4,5,6,8,10-hexahydro-2H-1,7-methanopyrido[1,2-b][1,2,5]triazecine-11-carboxamide